dimethyl-bis(1-methyl-1-phenyl-propyneoxy)silane C[Si](OC(C#C)(C)C1=CC=CC=C1)(OC(C#C)(C1=CC=CC=C1)C)C